C(C1=CC=CC=C1)OC(=O)N1C(CNC2=CC=CC(=C12)C)C1=CC2=C(N=C(N=C2)NCC2=C(C=C(C=C2)OC)OC)N(C1=O)C1=CC(=CC=C1)OC [2-[(2,4-dimethoxyphenyl)methylamino]-8-(3-methoxyphenyl)-7-oxo-pyrido[2,3-d]pyrimidin-6-yl]-8-methyl-2,3-dihydroquinoxaline-1-carboxylic acid benzyl ester